tert-butyl 7-((5-(2-(1-hydroxyethyl)morpholino)pyridin-2-yl)amino)-1-oxo-4-(4,4,5,5-tetramethyl-1,3,2-dioxaborolan-2-yl)isoindoline-2-carboxylate OC(C)C1OCCN(C1)C=1C=CC(=NC1)NC=1C=CC(=C2CN(C(C12)=O)C(=O)OC(C)(C)C)B1OC(C(O1)(C)C)(C)C